(E)-5-((3-hydroxyoxetan-3-yl)ethynyl)furan-2-carbaldehyde oxime OC1(COC1)C#CC1=CC=C(O1)/C=N/O